NC1=C(C=C(C(=N1)F)C1=CC=C(C=C1)[Si](O)(C)C)Cl (4-(6-amino-5-chloro-2-fluoropyridin-3-yl)phenyl)dimethylsilanol